1-(PHENYLSULFONYL)-2-IODO-7-AZAINDOLE-5-CARBALDEHYDE C1(=CC=CC=C1)S(=O)(=O)N1C(=CC2=CC(=CN=C12)C=O)I